(R)-methyl 3-((5-fluoro-2-(5-fluoro-1-tosyl-1H-pyrrolo[2,3-b]pyridin-3-yl)-6-(furan-2-yl)pyrimidin-4-yl)amino)-4,4-dimethylpentanoate FC=1C(=NC(=NC1C=1OC=CC1)C1=CN(C2=NC=C(C=C21)F)S(=O)(=O)C2=CC=C(C)C=C2)N[C@H](CC(=O)OC)C(C)(C)C